tert-butyl (3R)-3-((3-cyano-5-fluoro-6-(7-methoxy-6-(1,1,1-trifluoro-2-hydroxypropan-2-yl)imidazo[1,2-b]pyridazin-3-yl)pyridin-2-yl)amino)piperidine-1-carboxylate C(#N)C=1C(=NC(=C(C1)F)C1=CN=C2N1N=C(C(=C2)OC)C(C(F)(F)F)(C)O)N[C@H]2CN(CCC2)C(=O)OC(C)(C)C